1-tert-butyl 2-methyl 2-(2-aminoethyl)-4-(2,3-dichloro-6-methoxyphenyl)piperidine-1,2-dicarboxylate NCCC1(N(CCC(C1)C1=C(C(=CC=C1OC)Cl)Cl)C(=O)OC(C)(C)C)C(=O)OC